[I-].C(C)(C)(C)OC(=O)N[C@@H](CCC[N+](C)(C)C)C(=O)OC (S)-4-((tert-butoxycarbonyl)amino)-5-methoxy-N,N,N-trimethyl-5-oxopentan-1-aminium iodide